OC(C)(C)C=1C=CC(=C(C1)S(=O)(=O)NC(=O)C1=CC2=CC=CC(=C2C=C1)N1N=CC=C1)OC N-((5-(2-hydroxypropan-2-yl)-2-methoxyphenyl)sulfonyl)-5-(1H-pyrazol-1-yl)-2-naphthamide